5-bromo-1-((3R,4S)-4-methoxy-tetrahydrofuran-3-yl)-1H-pyrazolo[4,3-b]pyridine BrC1=CC=C2C(=N1)C=NN2[C@@H]2COC[C@H]2OC